(5-Chloro-6-(2H-1,2,3-triazol-2-yl)pyridin-3-yl)-1-(8-methylquinolin-5-yl)-5-(trifluoromethyl)-1H-pyrazole-4-carboxamide ClC=1C=C(C=NC1N1N=CC=N1)C1=NN(C(=C1C(=O)N)C(F)(F)F)C1=C2C=CC=NC2=C(C=C1)C